CN(C1CCC(CC1)[N+]1=NOC(=C1)[N-]C(NC1=CC(=CC(=C1)C(F)(F)F)NC(CC1=CC=CC=C1)=O)=O)C (3-((1R,4R)-4-(dimethylamino)cyclohexyl)-1,2,3-oxadiazol-3-ium-5-yl)((3-(2-phenylacetamido)-5-(trifluoromethyl)phenyl)-carbamoyl)amide